C1C(=C)O1 (allene) oxide